NC1=C(C=CC(=C1)N(C)CC=1N=C2N(C=C(C=C2)C2CC2)C1)S(=O)(=O)NC(OC(C)(C)C)=O tert-butyl ((2-amino-4-(((6-cyclopropylimidazo[1,2-a]pyridin-2-yl)methyl)(methyl)amino)phenyl)sulfonyl)carbamate